1-cyclopropyl-ethanone Methyl-4-[(2R)-3-(3,4-dihydro-1H-isoquinolin-2-yl)-2-hydroxy-propyl]-5-oxo-2,3-dihydro-1,4-benzoxazepin-8-carboxylate COC(=O)C1=CC2=C(C(N(CCO2)C[C@@H](CN2CC3=CC=CC=C3CC2)O)=O)C=C1.C1(CC1)C(C)=O